methyl 3-methyl-2-(((trifluoromethyl)sulfonyl)oxy)imidazo[1,2-a]pyridine-7-carboxylate CC1=C(N=C2N1C=CC(=C2)C(=O)OC)OS(=O)(=O)C(F)(F)F